FC(C=1C(=C(C=CC1)[C@@H](C)NC=1C2=C(N=C(N1)C)C=NC(=C2)N2C[C@@H](CC2)NC(C(F)F)=O)F)F N-{(3R)-1-[4-({(1R)-1-[3-(difluoromethyl)-2-fluorophenyl]ethyl}amino)-2-methylpyrido[3,4-d]pyrimidin-6-yl]pyrrolidin-3-yl}-2,2-difluoroacetamide